C(C)(C)[Mg]Cl i-Propyl-magnesium chloride